ethyl (S)-2-((7-bromo-5-methyl-4-oxo-2,3,4,5-tetrahydrobenzo[b][1,4]oxazepin-3-yl)amino)-2-oxoacetate BrC1=CC2=C(OC[C@@H](C(N2C)=O)NC(C(=O)OCC)=O)C=C1